C(C)OC(CCC(=O)C1=NC(=CC=C1O)C1=CC(=CC=C1)F)=O 4-[6-(3-Fluoro-phenyl)-3-hydroxy-pyridin-2-yl]-4-oxo-butyric acid ethyl ester